(1R,2S)-2-[(4S)-4-[2-[5-[(6,7-difluoro-4-methylsulfonyl-1H-indol-5-yl)oxy]-2-fluoro-phenyl]-1H-imidazol-4-yl]-4-methyl-chroman-8-yl]cyclopropanecarboxylic acid FC1=C(C(=C2C=CNC2=C1F)S(=O)(=O)C)OC=1C=CC(=C(C1)C=1NC=C(N1)[C@]1(CCOC2=C(C=CC=C12)[C@@H]1[C@@H](C1)C(=O)O)C)F